2,5-diazaspiro[3.4]-octane-6-one hydrochloride Cl.C1NCC12NC(CC2)=O